OC1=CC=C(C=C1)C=1CCC=2C=CC(=CC2C1)O 7-(4-hydroxyphenyl)-5,6-dihydronaphthalene-2-ol